2-((1r,2s)-1-(2-cyano-5-fluorophenyl)-1-(1-(2,2-difluoroethyl)-1H-pyrazol-4-yl)propan-2-yl)-5-hydroxy-N-(isoxazol-4-yl)-1-methyl-6-oxo-1,6-dihydropyrimidine-4-carboxamide C(#N)C1=C(C=C(C=C1)F)[C@@H]([C@H](C)C=1N(C(C(=C(N1)C(=O)NC=1C=NOC1)O)=O)C)C=1C=NN(C1)CC(F)F